2,2-bis(2-tetrahydrofuryl)propane methyl-octadec-9-enoate COC(CCCCCCCC=CCCCCCCCC)=O.O1C(CCC1)C(C)(C)C1OCCC1